ClC=1C=NC(=C(C(=O)NC2CCC(CC2)CN2C(N(C3=C2C=CC=C3)C3=C2C=NN(C2=CC=C3)C)=O)C1)C 5-chloro-2-methyl-N-((1r,4r)-4-((3-(1-methyl-1H-indazol-4-yl)-2-oxo-2,3-dihydro-1H-benzo[d]imidazol-1-yl)methyl)cyclohexyl)nicotinamide